C(=C)C=1N=C(NC1)CO vinyl-2-hydroxymethyl-imidazole